CN1N=CC2=C1NC1=C(NC2)C=C(C=C1)C 1,7-Dimethyl-1,4,5,10-tetra-hydrobenzo[b]pyrazolo[3,4-e]-[1,4]diazepine